N=1C=NN2C1C=CC(=C2)C2=CC(=NN2C2=NC(=CC=C2)C)CC(=O)NCC2=CC=C(C=C2)OC 5-([1,2,4]triazolo[1,5-a]pyridin-6-yl)-N-(4-methoxybenzyl)-1-(6-methylpyridin-2-yl)-1H-pyrazole-3-carboxyamide